tert-Butyl-(1R,2S)-1-hydroxy-2-((S)-5H-imidazo[5,1-a]isoindol-5-yl)-8-azaspiro[4.5]decan-8-carboxylat C(C)(C)(C)OC(=O)N1CCC2(CC[C@H]([C@H]2O)[C@@H]2N3C(C4=CC=CC=C24)=CN=C3)CC1